C(CCCCCCCCCCC)(=O)OC1=CC(=C2C=CC=3C(=CC(=C4C=CC1=C2C34)S(=O)(=O)O)S(=O)(=O)O)S(=O)(=O)O 1-dodecanoyloxy-pyrene-3,6,8-trisulfonic acid